FC=1C=C(C(=O)NCC=2C=NC=C(C2C)F)C=C(C1OC)F 3,5-difluoro-N-[(5-fluoro-4-methylpyridin-3-yl)methyl]-4-methoxybenzamide